8-amino-6-(2,2-difluoroethoxy)-4-(4-(difluoromethoxy)phenyl)-2-(2-methyl-2H-indazol-5-yl)pyrido[3,2-c]pyridazin-3(2H)-one NC1=CC(=NC=2C1=NN(C(C2C2=CC=C(C=C2)OC(F)F)=O)C2=CC1=CN(N=C1C=C2)C)OCC(F)F